[Na+].C1(=CC=CC=C1)C=1C2=CC=CC=C2C(=C2C=CC(=CC12)S(=O)(=O)[O-])C1=CC=CC=C1 9,10-diphenylanthracene-2-sulfonic acid sodium salt